C(C#CC#CCCCCCCCCCCCCCCCCCCCC)(=O)N pentacosadiynamide